OC1(C(NC2=CC=CC=C12)=O)CC(C1=C(C=CC=C1)OC)=O 3-hydroxy-3-(2-oxo-2-(2-methoxyphenyl)ethyl)indol-2-one